2-(hept-6-en-1-yl)-3H-imidazo[4,5-b]pyridine-3-carboxylic acid tert-butyl ester C(C)(C)(C)OC(=O)N1C(=NC=2C1=NC=CC2)CCCCCC=C